CN(C1CCN(CC1)C(=O)OC(C)C)C=1SC2=NC(=CC=C2N1)C1=CC=C(C=C1)S(=O)(=O)C isopropyl 4-(methyl(5-(4-(methylsulfonyl)phenyl)thiazolo[5,4-b]pyridin-2-yl)amino)piperidine-1-carboxylate